C1(=CC=CC=C1)C1=NOC(=N1)CC1CCN(CC1)C(=O)N1C[C@@H]2[C@@H](OCC(N2)=O)CC1 |r| Rac-(4aR,8aS)-6-[4-[(3-phenyl-1,2,4-oxadiazol-5-yl)methyl]piperidine-1-carbonyl]-4,4a,5,7,8,8a-hexahydropyrido[4,3-b][1,4]oxazin-3-one